FC1=CC=C(C=C1)[Se][Se]C1=CC=C(C=C1)F Di(4-fluorophenyl) diselenide